BrCC(=O)CBr 1,3-dibromoacetone